CC(C(=O)OCC(C)(C1=CC(=CC=C1)Cl)NC(NC1=C(C=CC=C1CNC(N(C)OC)=O)N)=S)(C)C 2-({[2-amino-6-({[methoxy(methyl)carbamoyl]amino}methyl)phenyl]carbamothioyl}amino)-2-(3-chlorophenyl)propyl 2,2-dimethylpropanoate